(S)-2-((2S,3R)-3-Amino-2-hydroxy-4-phenylbutanamido)-N-(8-((4-(((R)-1-(3-bromophenyl)ethyl)amino)-6-methoxy-2-methylquinazolin-7-yl)oxy)octyl)-4-methylpentanamide N[C@@H]([C@@H](C(=O)N[C@H](C(=O)NCCCCCCCCOC1=C(C=C2C(=NC(=NC2=C1)C)N[C@H](C)C1=CC(=CC=C1)Br)OC)CC(C)C)O)CC1=CC=CC=C1